FC=1C(=CC2=C(C1)C1(CC1)CO2)NC2=NC=1N(C(=C2)NC)N=CC1C(=O)N[C@H]1[C@@H](CC1)OC |r| Rac-5-((5-fluoro-2H-spiro[benzofuran-3,1'-cyclopropan]-6-yl)amino)-N-((1r,2r)-2-methoxycyclobutyl)-7-(methylamino)pyrazolo[1,5-a]pyrimidine-3-carboxamide